1-tert-butyl 2-methyl (2S,3S)-3-hydroxypyrrolidine-1,2-dicarboxylate O[C@@H]1[C@H](N(CC1)C(=O)OC(C)(C)C)C(=O)OC